FC(C(O)C(F)(F)F)(F)[Na] 1,1-difluoro-2-trifluoromethyl-2-hydroxyethyl-sodium